2-((5-(2,7-diazaspiro[3.5]nonan-2-yl)-1,2,4-triazin-6-yl)oxy)-5-fluoro-N,N-Diisopropylbenzamide C1N(CC12CCNCC2)C=2N=CN=NC2OC2=C(C(=O)N(C(C)C)C(C)C)C=C(C=C2)F